C1(CCCC1)C(N1C[C@]2(CCN3N=C(C=C32)C=3C=C(C(=NC3)N)C(F)(F)F)CC1)C=1NC=CN1 5-{(3R)-1-[cyclopentyl(1H-imidazol-2-yl)methyl]-5',6'-dihydrospiro[pyrrolidine-3,4'-pyrrolo[1,2-b]pyrazol]-2'-yl}-3-(trifluoromethyl)pyridin-2-amine